N-methyl-N-((1r,3r)-3-((5-(5-methyl-5H-pyrido[4,3-b]indol-7-yl)pyridin-2-yl)oxy)cyclobutyl)-2-azaspiro[3.3]heptan-6-amine CN(C1CC2(CNC2)C1)C1CC(C1)OC1=NC=C(C=C1)C=1C=CC=2C3=C(N(C2C1)C)C=CN=C3